CP(SCCN(C(C)C)C(C)C)(OCC)=O S-{2-[di(propan-2-yl)amino]ethyl} O-ethyl methyl-phosphonothioate